NC1=NC=NC=2N(C3=CC=C(C=C3C21)C2=C(C=CC=C2)C)CC(=O)OCC ethyl 2-(4-amino-6-(o-tolyl)-9H-pyrimido[4,5-b]indol-9-yl)acetate